((1s,4s)-4-((2-((4-((S)-3-phenylisoxazolidin-2-yl)-5-(trifluoromethyl)pyrimidin-2-yl)amino)-7,8-dihydro-1,6-naphthyridin-6(5H)-yl)methyl)cyclohexyl)methanol C1(=CC=CC=C1)[C@H]1N(OCC1)C1=NC(=NC=C1C(F)(F)F)NC1=NC=2CCN(CC2C=C1)CC1CCC(CC1)CO